1-(3-Bromophenyl)ethan-1-on BrC=1C=C(C=CC1)C(C)=O